FC1CC(C1)NCC1=CC=C(C=C1)C(F)(F)F (1s,3s)-3-fluoro-N-(4-(trifluoromethyl)benzyl)cyclobutan-1-amine